(adamantanylmethyl)amide C12(CC3CC(CC(C1)C3)C2)C[NH-]